1-(tert-butyl)-3-(1-(2-chlorobenzyl)-2-oxo-1,2,3,4-tetrahydroquinolin-6-yl)urea C(C)(C)(C)NC(=O)NC=1C=C2CCC(N(C2=CC1)CC1=C(C=CC=C1)Cl)=O